ClC=1N=CC2=C(N1)N(C(C(=C2)C)=O)C2CCOCC2 2-chloro-6-methyl-8-tetrahydro-2H-pyran-4-yl-pyrido[2,3-d]pyrimidin-7(8H)-one